CCCCC(CCCCCC)(O)O undecane-5,5-diol